9,9-diethyl-fluorene C(C)C1(C2=CC=CC=C2C=2C=CC=CC12)CC